C(C)(C)(C)OC(=O)N1CC2=C(SC=3N=CNC(C32)=O)CC1 4-oxo-3,4,7,8-tetrahydropyrido[3',4':4,5]thieno[2,3-d]pyrimidine-6(5H)-carboxylic acid tert-butyl ester